[2-(3-Benzyloxy-2-cyano-pyridin-4-yl)-2-oxo-ethyl]-phosphonic acid dimethyl ester COP(OC)(=O)CC(=O)C1=C(C(=NC=C1)C#N)OCC1=CC=CC=C1